COC1CCC(CC1)NC/C=C/C(=O)NC1=CC=C(C=C1)C(=O)C1=CC=C2C(=CC=CN12)C1=CC2=C(N(C=N2)C)C=C1C(F)(F)F (E)-4-(((1r,4r)-4-methoxycyclohexyl)amino)-N-(4-(8-(1-methyl-6-(trifluoromethyl)-1H-benzo[d]imidazol-5-yl)indolizine-3-carbonyl)phenyl)but-2-enamide